(3S)-3-{[(5-{[(3Z)-5-fluoro-2-oxo-2,3-dihydro-1H-indol-3-ylidene]methyl}-2,4-dimethyl-1H-pyrrol-3-yl)carbonyl]amino}tetrahydropyrrole-1-carboxylic acid-2-methylpropan-2-yl ester CC(C)(C)OC(=O)N1C[C@H](CC1)NC(=O)C1=C(NC(=C1C)\C=C\1/C(NC2=CC=C(C=C12)F)=O)C